2-(5-methoxy-3-(6-methylpyridin-2-yl)-1H-pyrazol-4-yl)-7-(pyridin-3-yl)-1,5-naphthyridine COC1=C(C(=NN1)C1=NC(=CC=C1)C)C1=NC2=CC(=CN=C2C=C1)C=1C=NC=CC1